OC=1CNC(C1)=O 3-hydroxy-5-oxo-2H-pyrrol